CN1C(N(C2=NC(=NC=C12)NC=1C=C2C=CN=NC2=CC1C)C1CCN(CC1)C)=O 7-Methyl-2-((7-methylcinnolin-6-yl)amino)-9-(1-methylpiperidin-4-yl)-7,9-dihydro-8H-purin-8-on